tert-butyl 7-chloro-1-methyl-2,3-dihydropyrido[3,4-b]pyrazine-4(1H)-carboxylate ClC1=CC2=C(N(CCN2C)C(=O)OC(C)(C)C)C=N1